(S)-6-(5-bromo-2-fluorophenyl)-1-methyl-2,5,6,7-tetrahydro-3H-pyrrolo[1,2-c]imidazole-3-thione BrC=1C=CC(=C(C1)[C@@H]1CC=2N(C(NC2C)=S)C1)F